2-(4-(4-ethoxy-6-oxo-1,6-dihydropyridin-3-yl)-2-fluorophenyl)-N-(3-(7-methyl-2,7-diazaspiro[4.4]nonane-2-carbonyl)-5-(trifluoromethyl)phenyl)acetamide C(C)OC=1C(=CNC(C1)=O)C1=CC(=C(C=C1)CC(=O)NC1=CC(=CC(=C1)C(F)(F)F)C(=O)N1CC2(CC1)CN(CC2)C)F